[NH4+].IC=1C2=C(NC(=C2C=CC1)Cl)I diiodo-chloroisoindole ammonium